Di-Pentaerythritol tetramethacrylat C(C(=C)C)(=O)O.C(C(=C)C)(=O)O.C(C(=C)C)(=O)O.C(C(=C)C)(=O)O.OCC(CO)(CO)CO.OCC(CO)(CO)CO